[PH2](OC([N+]1=NC=C(C=C1)C1=NC=CC=N1)OC)=O methoxy-[(4-pyrimidin-2-ylpyridazin-1-ium-1-yl) methyl] phosphinate